(2,5-dihydroxy-3-((3,4,5-trihydroxycyclohexyl)methylcarbonylamino)phenyl)acetic acid OC1=C(C=C(C=C1NC(=O)CC1CC(C(C(C1)O)O)O)O)CC(=O)O